CS(=O)(=O)C=1C=C(C=O)C=CC1 3-methylsulfonylbenzaldehyde